C(C)(C)(C)N1N=CC(=C1)C(=O)NCC1=CN=C(S1)C1=CC(=C2C=CN(C2=C1)CC(F)(F)F)NC1CCN(CC1)C 1-tert-butyl-N-[[2-[4-[(1-methyl-4-piperidyl)amino]-1-(2,2,2-trifluoroethyl)indol-6-yl]thiazol-5-yl]methyl]pyrazole-4-carboxamide